3-bromo-6,6-dimethyl-11-oxo-8-(4-(pyrrolidin-1-yl)piperidin-1-yl)-6,11-dihydro-5H-benzo[b]carbazole-9-carbonitrile BrC1=CC=C2C=3C(C4=C(C(C3NC2=C1)(C)C)C=C(C(=C4)C#N)N4CCC(CC4)N4CCCC4)=O